CC=1SC(=C(N1)N1CCC(CC1)CN1C2=NC(=NC=C2N(C1=O)C)C1=C(C=CC=C1)C(C)C)C 9-((1-(2,5-dimethylthiazol-4-yl)piperidin-4-yl)methyl)-2-(2-isopropylphenyl)-7-methyl-7,9-dihydro-8H-purin-8-one